4-benzyloxy-2-chloro-6-methyl-pyridine-3-carboxylic acid ethyl ester C(C)OC(=O)C=1C(=NC(=CC1OCC1=CC=CC=C1)C)Cl